3-[(Carboxymethyl)amino]-alanine C(=O)(O)CNC[C@H](N)C(=O)O